N-(2-(1H-indol-3-yl)ethyl)-N-methylprop-2-en-1-amine N1C=C(C2=CC=CC=C12)CCN(CC=C)C